4-(1-(cyclopropylmethyl)-1H-1,2,4-triazol-3-yl)-5-methyl-2-(pyrrolidin-1-ylsulfonyl)-1H-pyrrolo[2,3-b]pyridine C1(CC1)CN1N=C(N=C1)C1=C2C(=NC=C1C)NC(=C2)S(=O)(=O)N2CCCC2